C(C)(C)(C)OC(NC1CCC(CC1)\C=C\[N+](=O)[O-])=O.FC1=CC=C(C=C1)C1C(C1)(C(=O)N)C(=O)N (4-fluorophenyl)cyclopropane-1,1-dicarboxamide tert-butyl-N-[4-[(E)-2-nitrovinyl]cyclohexyl]carbamate